COC(=O)C1OCCOC1 Dioxane-2-carboxylic acid methyl ester